bromolaurylamine BrCCCCCCCCCCCCN